N[C@H](COCCCCNC(OCC1=CC=CC=C1)=O)C (S)-Benzyl (4-(2-aminopropoxy)butyl)carbamate